S(CCC(=O)OCCCCCCCCCCCC)CCC(=O)OCCCCCCCCCCCC Bis-lauryl thiodipropionate